2-methoxyethyl 4-(5-(3-((3S,4R)-4-(3,4-difluorophenyl)-1-(2-methoxyethyl)pyrrolidin-3-yl)ureido)-1-methyl-1H-pyrazol-3-yl)benzoate FC=1C=C(C=CC1F)[C@H]1[C@@H](CN(C1)CCOC)NC(NC1=CC(=NN1C)C1=CC=C(C(=O)OCCOC)C=C1)=O